CN1C(C[C@H](C1)CN1C=NC=2C1=NC(=CC2N2CCOCC2)N/N=C(\C)/C=2C=C(C=CC2)C)=O (S,E)-1-methyl-4-((7-morpholino-5-(2-(1-(m-tolyl)ethylidene)hydrazinyl)-3H-imidazo[4,5-b]pyridin-3-yl)methyl)pyrrolidin-2-one